(S)-4-fluoro-5-methyl-N-(4-oxo-2,3,4,5-tetrahydrobenzo[b][1,4]oxazepin-3-yl)-1-(1-phenylcyclopropyl)-1H-pyrazole-3-carboxamide FC=1C(=NN(C1C)C1(CC1)C1=CC=CC=C1)C(=O)N[C@@H]1C(NC2=C(OC1)C=CC=C2)=O